COC1=CC=C(C=C1)N1C(NC(\C(\C1=O)=C/C1=CC(=C(C(=C1)OC)OC)OC)=O)=O (E)-1-(4-Methoxyphenyl)-5-(3,4,5-trimethoxybenzylidene)pyrimidine-2,4,6(1H,3H,5H)-trione